CON(C(CCC=C)=O)C N-methoxy-N-methyl-4-pentenamide